C(#N)CCC[SiH2]C(OC)OC 3-cyanopropyldimethoxymethylsilane